CC1=C(C=CC=2N(C=NC21)C2=NC(OC1=C2C=CC(=C1)C)(C)CC(=O)OCC)C ethyl 2-(4-(4,5-dimethyl-1H-benzo[d]imidazol-1-yl)-2,7-dimethyl-2H-benzo[e][1,3]oxazin-2-yl)acetate